3-(8-(6-fluoro-1,4-dimethyl-2-oxo-1,2-dihydroquinolin-3-yl)imidazo[1,2-a]pyridin-5-yl)propionic acid FC=1C=C2C(=C(C(N(C2=CC1)C)=O)C=1C=2N(C(=CC1)CCC(=O)O)C=CN2)C